FC(CN1C(=NC=2C1=NC(=CC2)C2=CNC=1N=C(N=C(C12)N[C@@H](C(F)(F)F)C)OC)C)F (R)-5-(3-(2,2-difluoroethyl)-2-methyl-3H-imidazo[4,5-b]pyridin-5-yl)-2-methoxy-N-(1,1,1-trifluoropropan-2-yl)-7H-pyrrolo[2,3-d]pyrimidin-4-amine